ClC=1N=C(C2=C(N1)C(=CS2)C2C#C2)N2C(COCC2)C 4-(2-chloro-7-(cyclopropynyl)thieno[3,2-d]pyrimidin-4-yl)-3-methylmorpholine